CN1N=CC=2C=3N=CC=C(NC4=NC=C5C(=NN(C(CCOC12)C)C5=C4)C=4N(C=CC4)CCN(C)C)N3 2-[2-(11,16-dimethyl-13-oxa-2,6,10,11,17,18,22,25-octazapentacyclo[15.5.2.13,7.08,12.020,24]pentacosa-1(22),3,5,7(25),8(12),9,18,20,23-nonaen-19-yl)pyrrol-1-yl]-N,N-dimethyl-ethanamine